5-bromo-3-methyl-2,3-dihydrobenzofuran-3-carboxylic acid methyl ester COC(=O)C1(COC2=C1C=C(C=C2)Br)C